[SiH2]([SiH2][SiH3])C([SiH2][SiH2][SiH3])P bis(trisilanyl)methylphosphine